N1[C@@H](CCCC1)CO (2S)-2-piperidinemethanol